C1(=CC=CC=C1)OP(=O)(OC1=CC=CC=C1)/C(=C(\CC(=O)C1=CC=CC=C1)/C1=CC=CC=C1)/F (E)-4-diphenylphosphono-4-fluoro-1,3-diphenyl-3-buten-1-one